(S)-1-amino-1'-(5-(2,3-dichlorophenyl)-3-(hydroxymethyl)-6-methylpyrazin-2-yl)-1,3-dihydrospiro[indene-2,4'-piperidine]-6-carboxamide N[C@@H]1C2=CC(=CC=C2CC12CCN(CC2)C2=NC(=C(N=C2CO)C2=C(C(=CC=C2)Cl)Cl)C)C(=O)N